O1CCN(CC1)CC1=CC=C(C=C1)C#CC1=CC=C(C=C1)C1=CC(=NO1)CN1C(=NC2=C1C=CC=C2)[C@H](C)O (S)-1-(1-((5-(4-((4-(morpholinomethyl)phenyl)ethynyl)phenyl)isoxazol-3-yl)methyl)-1H-benzo[d]imidazol-2-yl)ethan-1-ol